C(C)(C)(C)OC(=O)[C@@H]1CC[C@H](CC1)N1CCN(CC1)C1=C(C=C(C=C1)NC1C(NC(CC1)=O)=O)F trans-tert-butyl-4-(4-(4-((2,6-dioxopiperidin-3-yl)amino)-2-fluorophenyl)piperazin-1-yl)cyclohexane-1-carboxylate